((1s,3s)-3-Hydroxy-3-methylcyclobutyl)(7-(4-isopropylphenoxy)-2-azaspiro[3.5]nonan-2-yl)methanone OC1(CC(C1)C(=O)N1CC2(C1)CCC(CC2)OC2=CC=C(C=C2)C(C)C)C